ClC1=C(C=C(C=C1)F)C1NC(C=2C1=C(C=C1C(=NNC21)OC)NC(C2=CC(=CC(=C2)C(F)(F)F)F)=O)=O N-(6-(2-chloro-5-fluorophenyl)-3-methoxy-8-oxo-1,6,7,8-tetrahydropyrrolo[3,4-g]indazol-5-yl)-3-fluoro-5-(trifluoromethyl)benzamide